FC=1C(=C(C=CC1F)[C@H]1[C@H](O[C@@]([C@H]1C)(C(F)(F)F)C)C(=O)NC1=CC(=NC=C1)C(=O)N)C=C 4-[[(2S,3S,4S,5S)-3-(3,4-difluoro-2-vinyl-phenyl)-4,5-dimethyl-5-(trifluoromethyl)tetrahydrofuran-2-carbonyl]amino]pyridine-2-carboxamide